C1(CC1)C1=C(C(=NO1)C1=C(C=CC=C1Cl)Cl)COC=1C=C2CCC=CC2=CC1 6-((5-cyclopropyl-3-(2,6-dichlorophenyl)isoxazol-4-yl)methoxy)-3,4-dihydronaphthalen